C1(=C2N(C=N1)CCC2)C(C(NC=2SC=CN2)=O)N2CC1=C(C=C(C=C1C2=O)C2=C(C=C(C=C2)C2CCN(CC2)C(=O)OC(C)(C)C)C)F tert-butyl 4-[4-[2-[1-(6,7-dihydro-5H-pyrrolo[1,2-c]imidazol-1-yl)-2-oxo-2-(thiazol-2-ylamino)ethyl]-7-fluoro-3-oxo-isoindolin-5-yl]-3-methyl-phenyl]piperidine-1-carboxylate